5-[3-(trifluoromethyl)benzamido]benzamide FC(C=1C=C(C(=O)NC=2C=CC=C(C(=O)N)C2)C=CC1)(F)F